(5-(2-morpholinyl-2-oxoethyl)-2-(piperidin-1-yl)phenyl)-6-(1H-pyrazol-4-yl)pyridineamide N1(CCOCC1)C(CC=1C=CC(=C(C1)C=1C(=NC(=CC1)C=1C=NNC1)C(=O)N)N1CCCCC1)=O